Allyl (S)-3-amino-4-((2-(3-methylisoxazol-5-yl)ethyl)amino)-4-oxobutanoate hydrochloride Cl.N[C@@H](CC(=O)OCC=C)C(=O)NCCC1=CC(=NO1)C